3-((S)-3-((S)-8-(4'-(1-aminocyclopropyl)biphenyl-3-ylsulfonyl)-1-oxa-8-azaspiro[4.5]decan-3-ylamino)-2-hydroxypropoxy)-N-methylbenzenesulfonamide NC1(CC1)C1=CC=C(C=C1)C1=CC(=CC=C1)S(=O)(=O)N1CCC2(C[C@@H](CO2)NC[C@@H](COC=2C=C(C=CC2)S(=O)(=O)NC)O)CC1